((4aR,8aS)-1-(4-fluorophenyl)-6-((2-isopropyl-2H-1,2,3-triazol-4-yl)sulfonyl)-4,4a,5,6,7,8,8a,9-octahydro-1H-pyrazolo[3,4-g]isoquinolin-4a-yl)(thiazol-2-yl)methanone FC1=CC=C(C=C1)N1N=CC2=C1C[C@@H]1CCN(C[C@]1(C2)C(=O)C=2SC=CN2)S(=O)(=O)C2=NN(N=C2)C(C)C